aluminum phosphate zinc-chromium [Cr+3].[Zn+2].P(=O)([O-])([O-])[O-].[Al+3]